5-bromo-3-(2-(3-(3-isopropylphenyl)-4-oxothiazolidin-2-ylidene)hydrazono)indol-2-one BrC=1C=C2C(C(NC2=CC1)=O)=NN=C1SCC(N1C1=CC(=CC=C1)C(C)C)=O